FC1=C2C(=NC=C1)NC=C2C=O 4-FLUORO-1H-PYRROLO[2,3-B]PYRIDINE-3-CARBALDEHYDE